C(C1=CC=CC=C1)(C1=CC=CC=C1)N1CC2NC(C1)C2 3-benzhydryl-3,6-diazabicyclo[3.1.1]heptane